Methyl 2,6-difluoro-4-hydroxy-benzoate FC1=C(C(=O)OC)C(=CC(=C1)O)F